dinonylnaphthalenesulfonate barium salt [Ba+2].C(CCCCCCCC)C=1C(=C(C2=CC=CC=C2C1)S(=O)(=O)[O-])CCCCCCCCC.C(CCCCCCCC)C=1C(=C(C2=CC=CC=C2C1)S(=O)(=O)[O-])CCCCCCCCC